NC=1C(=NN(C1)C)OC1C(N(C1)C(C)=O)(C)C 1-(3-((4-amino-1-methyl-1H-pyrazol-3-yl)oxy)-2,2-dimethylazetidin-1-yl)ethan-1-one